C(CCCCCCCC)NCCCCCCCCN N-nonyloctane-1,8-diamine